C(#N)C1=CC2=C(C(CO2)N(C(OC(C)(C)C)=O)C)C=C1 tert-butyl (6-cyano-2,3-dihydrobenzofuran-3-yl)(methyl)carbamate